7-methoxy-2-(4-methoxyphenyl)imidazo[1,2-a]pyridin-3-amine COC1=CC=2N(C=C1)C(=C(N2)C2=CC=C(C=C2)OC)N